methyl cis-3-(amino)cyclobutanecarboxylate N[C@H]1C[C@H](C1)C(=O)OC